(2R)-2-({2-[2-(methylsulfonyl)phenyl][1,2,4]triazolo[1,5-c]quinazolin-5-yl}amino)butanamide CS(=O)(=O)C1=C(C=CC=C1)C1=NN2C(=NC=3C=CC=CC3C2=N1)N[C@@H](C(=O)N)CC